C(C=CC=CC=CC=CC=CC=CCCCCCCCCC)(=O)NCCOC(C1=CC=C(C=C1)C)=O 4-methylbenzoic acid-(docosahexenamidoethyl) ester